FC(C=1C=C(C=C(C1)C(F)(F)F)C(C(=O)Cl)(C)C)(F)F 2-(3,5-bis-trifluoromethyl-phenyl)-2-methyl-propionyl chloride